C1(CC1)C1=CC=C(OP(=O)(OC2=C(C(=C(C(=C2F)F)F)F)F)N[C@@H](C)C(=O)OC2CCC2)C=C1 cyclobutyl ((4-(cyclopropyl)phenoxy)(perfluorophenoxy) phosphoryl)-L-alaninate